6,8-difluoro-7-hydroxy-N-(8-(methylamino)octyl)-2-oxo-2H-chromene-3-carboxamide FC=1C=C2C=C(C(OC2=C(C1O)F)=O)C(=O)NCCCCCCCCNC